(S)-4-((tert-butyldimethylsilyl)oxy)-2-butanol [Si](C)(C)(C(C)(C)C)OCC[C@H](C)O